C1(=CC=CC=C1)C1=C(C2=C(SC3=C2C=CC=C3)C=C1)C1=NN=NC(=C1C1=NC3=C(C(=C1C)C)C=1C=CC=CC1C3)C3=CC=CC=C3 (phenyl)[(phenyl)(dimethyl-indenopyridyl)triazinyl]dibenzothiophene